(S)-6-bromo-5-fluoro-3,4-dihydro-2H-spiro[naphthalene-1,4'-oxazolidin]-2'-one BrC=1C(=C2CCC[C@]3(NC(OC3)=O)C2=CC1)F